[4-(5-methyloxazolo[4,5-b]pyridin-2-yl)piperazin-1-yl]-[2-(3,3,3-trifluoropropyl)-1,3-benzoxazol-6-yl]methanone CC1=CC=C2C(=N1)N=C(O2)N2CCN(CC2)C(=O)C2=CC1=C(N=C(O1)CCC(F)(F)F)C=C2